ClC=1C(=C(C(=CC1)F)C=1C(N(N=C(C1O)C)C)=O)CCC1=CC=C(C=C1)F 4-[3-Chloro-6-fluoro-2-[2-(4-fluorophenyl)ethyl]phenyl]-5-hydroxy-2,6-dimethyl-pyridazin-3-on